Ethyl 2-(3-(6-aminopyridin-2-yl)-4-fluorophenoxy)-2-methylpropionate NC1=CC=CC(=N1)C=1C=C(OC(C(=O)OCC)(C)C)C=CC1F